ClC=1C=C(OC2=CC(=CC=3C=COC32)C#N)C=CC1C(=O)C1=CNC=3N=CN=C(C31)Cl 7-(3-chloro-4-(4-chloro-7H-pyrrolo[2,3-d]pyrimidine-5-carbonyl)phenoxy)benzofuran-5-carbonitrile